7-(4-{4-[3-(1,3-dioxolan-2-yl)propoxy]phenyl}piperidin-1-yl)-4-methyl-1-{[2-(trimethylsilyl)ethoxy]methyl}-1H-indole-3-carbonitrile O1C(OCC1)CCCOC1=CC=C(C=C1)C1CCN(CC1)C=1C=CC(=C2C(=CN(C12)COCC[Si](C)(C)C)C#N)C